FC(C1=NN(C(=C1)C(=O)N)C)F 3-(difluoromethyl)-1-methyl-1H-pyrazole-5-carboxamide